FS(C1=CC=C(C(=O)NC=2C=C3CCC(OC3=CC2)C(=O)OC)C=C1)(F)(F)(F)F methyl 6-(4-(pentafluoro-λ6-sulfaneyl)benzamido)chromane-2-carboxylate